4-((7-(((S)-4,4-difluoro-1-methylpyrrolidin-2-yl)methyl)-4-((5-methyl-1H-pyrazol-3-yl)amino)-7H-pyrrolo[2,3-d]pyrimidin-2-yl)amino)adamantan-1-ol FC1(C[C@H](N(C1)C)CN1C=CC2=C1N=C(N=C2NC2=NNC(=C2)C)NC2C1CC3(CC(CC2C3)C1)O)F